(rac)-tert-butyl (R)-(4-(1-(2-methyl-1H-imidazol-1-yl)ethyl)phenyl)carbamate CC=1N(C=CN1)[C@H](C)C1=CC=C(C=C1)NC(OC(C)(C)C)=O |r|